[C]=O CARBON-MONOXIDE